FC(C1=CC=C(C(=O)C2=C3CCN(CC3=CC=C2)C(=O)OC(C)(C)C)C=C1)(F)F tert-butyl 5-(4-(trifluoromethyl)benzoyl)-3,4-dihydroisoquinoline-2(1H)-carboxylate